N1C=C(C2=CC=CC=C12)CN1CCN(CC1)C1=C(C=C(C=C1)C(F)(F)F)NC(=O)C=1OC=CC1 N-(2-(4-((1H-indol-3-yl)methyl)piperazin-1-yl)-5-(trifluoromethyl)phenyl)furan-2-carboxamide